BrC1=CC2=C(C=3N(CCC2NC=2C=C(C=CC2)CC(=O)N(C)C)N=NC3C)C=C1 2-(3-((9-bromo-1-methyl-6,7-dihydro-5H-benzo[c][1,2,3]triazolo[1,5-a]azepin-7-yl)amino)phenyl)-N,N-dimethylacetamide